FC(C(=O)O)(F)F.O1C2=C(OCC1)C=C(C=C2)C=2N=NNC2C(=O)O 4-(2,3-dihydrobenzo[b][1,4]dioxin-6-yl)-1H-1,2,3-triazole-5-carboxylic acid 2,2,2-trifluoroacetate